[C@H]1([C@H](O)[C@@H](O)[C@H](O)[C@H](O1)CO)O[C@@H]([C@@H]([C@H](CO)O)O)[C@H](O)CO 4-O-α-D-glucopyranosyl-D-sorbitol